6-tert-Butyl-N-[(2-methoxy-3-pyridyl)sulfonyl]-2-(2,4,6-trimethylphenoxy)pyridin-3-carboxamid C(C)(C)(C)C1=CC=C(C(=N1)OC1=C(C=C(C=C1C)C)C)C(=O)NS(=O)(=O)C=1C(=NC=CC1)OC